C(C)OC1=NC=CC=C1C1=NC(=C(C=C1)N1[C@@H](CN(CC1)C(=O)O[C@H](C(F)(F)F)C(C)(C)C)CC)C(N[C@H]1CN(CC1)C)=O |o1:24| (2S*)-1,1,1-trifluoro-3,3-dimethylbutan-2-yl (3R)-4-(2'-ethoxy-6-{[(3R)-1-methylpyrrolidin-3-yl]carbamoyl}-[2,3'-bipyridin]-5-yl)-3-ethylpiperazine-1-carboxylate